6-chloro-2-(2-(methoxymethyl)-7-methylquinoxalin-5-yl)benzo[d]Thiazole ClC1=CC2=C(N=C(S2)C2=C3N=CC(=NC3=CC(=C2)C)COC)C=C1